C(C)(C)(C)NC(=O)NC=1C=C2CCN(C2=CC1)CC=1SC(=CC1)Cl 1-tert-Butyl-3-[1-(5-chlorothiophen-2-ylmethyl)-2,3-dihydro-1H-indol-5-yl]-urea